10-(4-bromobutyl)-2,7,9,9-tetramethylacridine BrCCCCN1C=2C=CC(=CC2C(C2=CC(=CC=C12)C)(C)C)C